NC1=NC(=NN1C(=O)NC1=CC=C(C=C1)C1=CC(=C(C=C1)OCC1=CC=CC=C1)C(=O)O)NC1=CC=C(C=C1)C(NC)=O 4'-(5-amino-3-((4-(methylcarbamoyl)phenyl)amino)-1H-1,2,4-triazole-1-carboxamido)-4-(benzyloxy)-[1,1'-biphenyl]-3-carboxylic acid